FC(C(=O)O)(F)F.C(C)(C)N1N=CC=2C(=NC=CC21)N 1-isopropyl-1H-pyrazolo[4,3-c]Pyridin-4-amine 2,2,2-trifluoroacetic acid salt